C(#N)C1(CC1)N(S(=O)(=O)C=1C=C(C=2N(C1)C(=CN2)C=2CN(CC2)C(=O)OC(C)(C)C)N2CCN(CC2)C(C(C)C)=O)CC2=CC=C(C=C2)OC Tert-butyl 3-(6-(N-(1-cyanocyclopropyl)-N-(4-methoxybenzyl)sulfamoyl)-8-(4-isobutyrylpiperazin-1-yl)imidazo[1,2-a]pyridin-3-yl)-2,5-dihydro-1H-pyrrole-1-carboxylate